N-(3-(diethylamino)propyl)-2-(3-morpholinylphenyl)benzo[d]imidazo[2,1-b]thiazole-7-carboxamide C(C)N(CCCNC(=O)C1=CC2=C(N3C(S2)=NC(=C3)C3=CC(=CC=C3)N3CCOCC3)C=C1)CC